C(CCCCCCCC)OC(CCCCCCCN(CCCCCCCC(=O)OC(CCCCCCCC)CCCCCCCCC)C(C(=O)O)CC)=O ((8-(nonyloxy)-8-oxooctyl)(8-(octadeca-9-yloxy)-8-oxooctyl)amino)butanoic acid